N-[1-(prop-2-en-1-yl)indazol-7-yl]-1-[4-(trifluoromethyl)pyridin-2-yl]pyrazole-4-sulfonamide C(C=C)N1N=CC2=CC=CC(=C12)NS(=O)(=O)C=1C=NN(C1)C1=NC=CC(=C1)C(F)(F)F